2,6-Dichlorophenyl 3-(2-{2-[2-({[1,4,7,10-tetrakis({[1-(benzyloxy)-6-oxopyridin-2-yl]methyl})-1,4,7,10-tetraazacyclododecan-2-yl]methyl}carbamoyl)ethoxy] ethoxy}ethoxy)propanoate C(C1=CC=CC=C1)ON1C(=CC=CC1=O)CN1C(CN(CCN(CCN(CC1)CC=1N(C(C=CC1)=O)OCC1=CC=CC=C1)CC=1N(C(C=CC1)=O)OCC1=CC=CC=C1)CC=1N(C(C=CC1)=O)OCC1=CC=CC=C1)CNC(=O)CCOCCOCCOCCC(=O)OC1=C(C=CC=C1Cl)Cl